methyl 6-cyclopropyl-4-methyl-pyrazolo[1,5-a]pyridine-3-carboxylate C1(CC1)C=1C=C(C=2N(C1)N=CC2C(=O)OC)C